1-[3-(1-hydroxyethyl)-6-[5-[(6-methylpyridazin-3-yl)amino]-6-(oxetan-3-yloxy)benzimidazol-1-yl]-2-pyridyl]-5-methyl-pyrazole-3-carbonitrile OC(C)C=1C(=NC(=CC1)N1C=NC2=C1C=C(C(=C2)NC=2N=NC(=CC2)C)OC2COC2)N2N=C(C=C2C)C#N